(2R,4S)-tert-butyl-2-((4-(tert-butyl)phenyl)(2-(cyclohexylamino)-2-oxo-1-(pyridin-3-yl)ethyl)carbamoyl)-4-methoxypyrrolidine-1-carboxylate C(C)(C)(C)OC(=O)N1[C@H](C[C@@H](C1)OC)C(N(C(C(=O)NC1CCCCC1)C=1C=NC=CC1)C1=CC=C(C=C1)C(C)(C)C)=O